C(=O)(O)C(C1=CC=CC=C1)NC(CCC(=O)O)=O 4-((carboxy(phenyl)methyl)amino)-4-oxobutanoic acid